L-malic acid monohydrate O.C([C@@H](O)CC(=O)O)(=O)O